3-{4-[(2S)-1-cyclopropanecarbonyl-2-methyl-5-phenoxy-1,2,3,4-tetrahydroquinolin-6-yl]-1H-pyrazol-1-yl}-1λ6-thiane-1,1-dione C1(CC1)C(=O)N1[C@H](CCC2=C(C(=CC=C12)C=1C=NN(C1)C1CS(CCC1)(=O)=O)OC1=CC=CC=C1)C